2-chloro-6-(4-methanesulfonyl-2-methoxyphenyl)pyrazine ClC1=NC(=CN=C1)C1=C(C=C(C=C1)S(=O)(=O)C)OC